4-vinyl-2-azabicyclo[2.1.1]hexane-1-carboxylic acid hydrochloride Cl.C(=C)C12CNC(C1)(C2)C(=O)O